2-(Isopropoxy)phenol C(C)(C)OC1=C(C=CC=C1)O